C1(CC1)C=1C=CC(=NC1)C1C(=C(C(CC1)(C)C)/C=C/C(=C/C=C/C(=C\C(=O)NC1=CC=CC=C1)/C)/C)C (2Z,4E,6E,8E)-9-(3-(5-cyclopropylpyridin-2-yl)-2,6,6-trimethylcyclohex-1-en-1-yl)-3,7-dimethyl-N-phenylnona-2,4,6,8-tetraenamide